O=C([C@@H](O)[C@H](O)CO)OC[C@H](N)C(=O)O serine threonate